2-(4-chlorophenyl)-2-oxoethyl-2-chloro-5-(1,3-dioxo-1,3,4,5,6,7-hexahydro-2H-isoindol-2-yl)-4-fluorobenzoate ClC1=CC=C(C=C1)C(COC(C1=C(C=C(C(=C1)N1C(C=2CCCCC2C1=O)=O)F)Cl)=O)=O